CC(CCCCCCCCCCCC)C1=NOC(N1)=O 3-(tetradecan-2-yl)-1,2,4-oxadiazol-5(4H)-one